3-(4-(((4-aminophenethyl)(7-fluorobenzo[d]thiazol-2-yl)amino)-methyl)phenyl)propiolic acid NC1=CC=C(CCN(C=2SC3=C(N2)C=CC=C3F)CC3=CC=C(C=C3)C#CC(=O)O)C=C1